BrC1=NC2=C(N1)C=CC=C2Cl 2-bromo-4-chloro-1H-benzo[d]imidazole